The molecule is an acyl-CoA oxoanion arising from deprotonation of the phosphate, diphosphate and carboxy groups of (2S)-methylsuccinyl-CoA; major species at pH 7.3. It is a conjugate base of a (2S)-methylsuccinyl-CoA. C[C@@H](CC(=O)[O-])C(=O)SCCNC(=O)CCNC(=O)[C@@H](C(C)(C)COP(=O)([O-])OP(=O)([O-])OC[C@@H]1[C@H]([C@H]([C@@H](O1)N2C=NC3=C(N=CN=C32)N)O)OP(=O)([O-])[O-])O